C(C1=CC=CC=C1)OC1=NC(=CC(=C1CN1C(C=2C(=C3C(=C(C2CC1)C)OC(O3)(C)[C@@H]3CC[C@H](CC3)NC([O-])=O)C)=O)C)C (trans-4-(6-((2-(benzyloxy)-4,6-dimethylpyridin-3-yl)methyl)-2,4,9-trimethyl-5-oxo-5,6,7,8-tetrahydro-[1,3]dioxolo[4,5-g]isoquinolin-2-yl)cyclohexyl)carbamate